C(CCC)OC(CCC1=CC=C(C=C1)O)=O butyl-4-hydroxy-hydrocinnamate